2-(3-((2R,6S)-2,6-dimethylmorpholine-4-carbonyl)-5,6-dihydrocyclopenta[c]pyrazol-1(4H)-yl)-1-(4-(2,3-dimethylphenyl)-4-fluoropiperidin-1-yl)ethanone C[C@@H]1CN(C[C@@H](O1)C)C(=O)C=1C2=C(N(N1)CC(=O)N1CCC(CC1)(F)C1=C(C(=CC=C1)C)C)CCC2